N-[1,4,8,11-tetraazacyclotetradecanyl-1,4-phenylenebis(methylene)]-2-aminobenzylamine C1CNCCNCCCN(CCNC1)CC2=CC=C(C=C2)CNCC3=CC=CC=C3N